2-(2-hydroxyethoxy)ethyl (E)-3-(1-(3,5-bis(trifluoromethyl)benzyl)-1H-pyrrolo[2,3-b]pyridin-3-yl)-2-cyanoacrylate FC(C=1C=C(CN2C=C(C=3C2=NC=CC3)/C=C(/C(=O)OCCOCCO)\C#N)C=C(C1)C(F)(F)F)(F)F